1-(4-(4-fluorophenyl)-2-methyl-5-(5-morpholinyl-1H-benzo[d]imidazol-2-yl)-1H-pyrrol-3-yl)ethan-1-one FC1=CC=C(C=C1)C=1C(=C(NC1C1=NC2=C(N1)C=CC(=C2)N2CCOCC2)C)C(C)=O